2-(2-hydroxy-ethoxy)-ethylamide OCCOCC[NH-]